4-(trifluoromethyl)-2,3-dihydro-isoindol-1-one FC(C1=C2CNC(C2=CC=C1)=O)(F)F